C(C1=CC=CC=C1)OC=1C=C(C=CC1C(NOCC1=CC=CC=C1)=O)N(C(=O)C1CN(C1)S(=O)(=O)C1=C(C(=C(C(=C1F)F)F)F)F)CC1=CC=C(C=C1)C1CCCCC1 N-(3-(benzyloxy)-4-((benzyloxy)carbamoyl)phenyl)-N-(4-cyclohexylbenzyl)-1-((perfluorophenyl)sulfonyl)-azetidine-3-carboxamide